10-phenyl-9H-thioxanthenium C1(=CC=CC=C1)[S+]1C=2C=CC=CC2CC2=CC=CC=C12